ClC1=C(C(=CC=C1Cl)O)[C@H]1CC(N(C1)C=1C=NN(C1)C1COC1)=S |r| rac-4-(2,3-dichloro-6-hydroxyphenyl)-1-(1-(oxetane-3-yl)-1H-pyrazol-4-yl)pyrrolidine-2-thione